tert-butyl-rel-(2R,3R)-3-amino-3-(2-hydroxyethyl)-2-({[(CIS)-4-phenylcyclohexyl]oxy}methyl)piperidine-1-carboxylate C(C)(C)(C)OC(=O)N1[C@H]([C@@](CCC1)(CCO)N)CO[C@@H]1CC[C@@H](CC1)C1=CC=CC=C1 |o1:8,9|